tert-butyl (R)-3-((S)-3-(3-(2-(((benzyloxy)carbonyl)amino)ethoxy)phenyl)-1-(tert-butoxy)-1-oxopropane-2-yl)pyrrolidine-1-carboxylate C(C1=CC=CC=C1)OC(=O)NCCOC=1C=C(C=CC1)C[C@H](C(=O)OC(C)(C)C)[C@@H]1CN(CC1)C(=O)OC(C)(C)C